tert-butyl 4-{3-[1-(2,6-dioxopiperidin-3-yl)-3-methyl-2-oxo-1,3-benzodiazol-4-yl]azetidin-1-yl}piperidine-1-carboxylate O=C1NC(CCC1N1C(N(C2=C1C=CC=C2C2CN(C2)C2CCN(CC2)C(=O)OC(C)(C)C)C)=O)=O